OC1=C(C=CC2=C1C=CS2)B(O)O 4-hydroxy-1-benzothiophen-5-ylboronic acid